2-chloro-5-methylsulfonylpyrimidine ClC1=NC=C(C=N1)S(=O)(=O)C